3-oxatricyclo[4.2.1.04,8]nonane C12COC3CC(CC31)C2